ClC1=CC2=C(N=C(O2)C2=CC=C(NC(C(F)(F)F)C)C=C2)C=C1 4-(6-chlorobenzo[d]oxazol-2-yl)-N-(1,1,1-trifluoropropan-2-yl)aniline